FC(CC[C@H]1N2CC(C[C@@H]2CC1)=C)F (5S,7aS)-5-(3,3-difluoropropyl)-2-methylenetetrahydro-1H-pyrrolizin